2-[[4-Ethoxycarbonyl-6-(4-sulfamoyl-benzylamino)-2-pyrimidinyl]amino]-4-methyl-5-thiazolecarboxylic acid ethyl ester C(C)OC(=O)C1=C(N=C(S1)NC1=NC(=CC(=N1)C(=O)OCC)NCC1=CC=C(C=C1)S(N)(=O)=O)C